C(C)NC(CCOC1=C(C=CC=C1)C=O)=O N-ETHYL-3-(2-FORMYLPHENOXY)PROPANAMIDE